diethylmethyl-[3-(prop-2-enamido)propyl]ammonium chloride [Cl-].C(C)[N+](CCCNC(C=C)=O)(C)CC